C(C)C1N(C(C(=C1)O)=O)[C@@H]1COCC1 ethyl-4-hydroxy-5-oxo-1-[(3S)-oxolan-3-yl]-2,5-dihydro-1H-pyrrole